1-(3-chloro-8-fluoro-5-methyl-6,7,8,9-tetrahydropyrido[3,2-b]indolizin-7-yl)-2-oxopyrrolidin ClC1=CC=2C(=C3CC(C(CN3C2N=C1)F)N1C(CCC1)=O)C